C(CCCCC)OC(C1=C(N=C(C=C1)F)CN1C(N(C=2N=C(N(C2C1=O)CC#CC)N1CC(CCC1)N)C)=O)=O 2-((8-(3-aminopiperidin-1-yl)-7-(but-2-yn-1-yl)-3-methyl-2,6-dioxo-2,3,6,7-tetrahydro-1H-purin-1-yl)methyl)-6-fluoronicotinic acid hexyl ester